NC1=CC=C(CNC23CNCCNCC(CNCCNC2)(CNCCNC3)N)C=C1 l-N-(4-aminobenzyl)-3,6,10,13,16,19-hexaazabicyclo[6.6.6]-eicosan-1,8-diamin